2-((2-hydroxy-2-methylpropyl)carbamoyl)thiazole-4-carboxylic acid tert-butyl ester C(C)(C)(C)OC(=O)C=1N=C(SC1)C(NCC(C)(C)O)=O